NC1=C2C(=NC=N1)N(N=C2C2=NOC(=C2C2=CC=C(C=N2)C2CC1CCC(C2)N1C(=O)OC(C)(C)C)C1CC1)C(C)C tert-butyl 3-[6-[3-(4-amino-1-isopropyl-pyrazolo[3,4-d]pyrimidin-3-yl)-5-cyclopropyl-isoxazol-4-yl]-3-pyridyl]-8-azabicyclo[3.2.1]octane-8-carboxylate